1-(2,6-dichlorophenyl)-4-((4-(4-(2,2,2-trifluoroethyl)-4H-1,2,4-triazol-3-yl)phenyl)amino)-1H-pyrazole-3-carboxamide ClC1=C(C(=CC=C1)Cl)N1N=C(C(=C1)NC1=CC=C(C=C1)C1=NN=CN1CC(F)(F)F)C(=O)N